C1C2CC3(CC(CC13)C2)NCCOCCNC(OC(C)(C)C)=O tert-butyl (2-(2-(((3as,6as)-hexahydro-2,5-methanopentalen-3a(1H)-yl)amino)ethoxy)ethyl)carbamate